CS(=O)(=O)OCC1(CCOCC1)C1=C(C=CC=C1)Br (4-(2-bromophenyl)tetrahydro-2H-pyran-4-yl)methyl methanesulfonate